BrC=1N=C2C(=NC(=NN2C1)OCC=1C=NC=CC1)N(CC1=CC=C(C=C1)OC)CC1=CC=C(C=C1)OC bromo-N,N-bis(4-methoxybenzyl)-2-(pyridin-3-ylmethoxy)imidazo[2,1-f][1,2,4]triazin-4-amine